C(#N)C1=CC(=C(COC2=CC=CC(=N2)C2=CC=C(CC3=NC4=C(N3CCOC)C=C(C=C4)C(=O)OC)C=C2)C=C1)F methyl 2-(4-(6-((4-cyano-2-fluorobenzyl) oxy) pyridin-2-yl) benzyl)-1-(2-methoxyethyl)-1H-benzo[d]imidazole-6-carboxylate